BrC=1C(=NN(N1)COCC[Si](C)(C)C)C(C)N(C(OC(C)(C)C)=O)C tert-butyl (1-(5-bromo-2-((2-(trimethylsilyl)ethoxy)methyl)-2H-1,2,3-triazol-4-yl)ethyl)(methyl)carbamate